O.O.O.Br hydrogen bromide trihydrate